COC(=O)C1=NN(C(C(=C1)NC(=O)OC(C)(C)C)=O)C1=CC=CC=C1 5-(tert-butoxycarbonylamino)-6-oxo-1-phenyl-pyridazine-3-carboxylic acid methyl ester